5-(3-trifluoromethyl-phenyl)-5-hydroxy-1,3-diphenyl-2,4-imidazolinedione FC(C=1C=C(C=CC1)C1(C(N(C(N1C1=CC=CC=C1)=O)C1=CC=CC=C1)=O)O)(F)F